C(C1=CC=CC=C1)OC[C@H]1N2C=3C(=C(SC3C(NC1)=O)Br)OCC2 (S)-6-((benzyloxy)methyl)-2-bromo-4,5,7,8-tetrahydro-3-oxa-1-thia-5a,8-diazabenzo[cd]azulen-9(6H)-one